(2S)-ethyl 2-(((((2R,3R,4R,5S)-5-(4-aminothieno[3,2-d]pyrimidin-7-yl)-2-azido-4-fluoro-3-hydroxytetrahydrofuran-2-yl)methoxy)(phenoxy)phosphoryl)amino)propanoate NC=1C2=C(N=CN1)C(=CS2)[C@H]2[C@@H]([C@@H]([C@@](O2)(N=[N+]=[N-])COP(=O)(OC2=CC=CC=C2)N[C@H](C(=O)OCC)C)O)F